C[Zr](C1C(=CC(=C1)CCC)C)([Si](C)(C)C1(C(=C(C(=C1)C)C)C)C)C dimethyl-(tetramethyl-cyclopentadienyl)dimethylsilyl-(2-methyl-4-n-propylcyclopentadienyl)zirconium